Nicotine monomenthyl-succinate C1(CC(C(CC1)C(C)C)OC(CCC(=O)O)=O)C.N1=CC=CC(=C1)C1N(C)CCC1